(R)-N-(7-(6-(1-hydroxypropyl)-4-methylpyridin-3-yl)-2,6-naphthyridin-3-yl)cyclopropanecarboxamide O[C@H](CC)C1=CC(=C(C=N1)C1=NC=C2C=C(N=CC2=C1)NC(=O)C1CC1)C